hexyl-lysine C(CCCCC)N[C@@H](CCCCN)C(=O)O